[Si](C)(C)(C(C)(C)C)OC[C@H](C=C)N1CC2=CC=CC=C2C1 (S)-2-(1-(tert-butyldimethylsilyloxy)but-3-en-2-yl)isoindoline